NCCC1(CC1)C(=O)OCC1=CC=CC=C1 benzyl 1-(2-aminoethyl)cyclopropane-1-carboxylate